9-[1-[[6-Chloro-2-(1-methyl-1,2,4-triazol-3-yl)-3-pyridyl]amino]ethyl]-4-(2,2-difluoroethyl)-3-(2-hydroxyethyl)-7-methyl-pyrazolo[3,4-c]isoquinolin-5-one ClC1=CC=C(C(=N1)C1=NN(C=N1)C)NC(C)C=1C=2C3=C(N(C(C2C=C(C1)C)=O)CC(F)F)N(N=C3)CCO